NC(C(=O)NC(C(=O)N1CCN(CC1)C1=CC=C(C=C1)C1=NC2=CC=CC=C2C(=C1)NCCCN(C)C)C(C)C)C(C)C 2-amino-N-(1-(4-(4-(4-((3-(dimethylamino)propyl)amino)quinolin-2-yl)phenyl)piperazin-1-yl)-3-methyl-1-oxobutan-2-yl)-3-methylbutanamide